(4'-(10H-phenoxazin-10-yl)-[1,1'-biphenyl]-4-yl)boric acid C1=CC=CC=2OC3=CC=CC=C3N(C12)C1=CC=C(C=C1)C1=CC=C(C=C1)OB(O)O